N(=[N+]=[N-])C1=NC=C(C=C1N(C(OC(C)(C)C)=O)C)C(F)(F)F tert-butyl (2-azido-5-(trifluoromethyl)pyridin-3-yl)(methyl)carbamate